Ethyl 3-(benzyloxy)-1-((tert-butoxycarbonyl)amino)-4-oxo-1,4-dihydropyridine-2-carboxylate C(C1=CC=CC=C1)OC1=C(N(C=CC1=O)NC(=O)OC(C)(C)C)C(=O)OCC